1-((S)-1-(1H-imidazol-4-yl)ethyl)-4-((R)-3-hydroxypyrrolidin-1-yl)-7-(trifluoromethyl)quinazolin-2(1H)-one N1C=NC(=C1)[C@H](C)N1C(N=C(C2=CC=C(C=C12)C(F)(F)F)N1C[C@@H](CC1)O)=O